1-(4-methylaminobenzenesulfonylphenyl)butane-1,2-dione-2-oxime CNC1=CC=C(C=C1)S(=O)(=O)C1=C(C=CC=C1)C(C(CC)=NO)=O